((1S,2R)-2-fluorocyclopropyl)(3-(6-(6-methoxypyridazin-4-yl)pyrrolo[1,2-b]pyridazin-4-yl)-3,8-diazabicyclo[3.2.1]oct-8-yl)methanone F[C@H]1[C@@H](C1)C(=O)N1C2CN(CC1CC2)C=2C=1N(N=CC2)C=C(C1)C1=CN=NC(=C1)OC